α-cyano-β-methyl-p-methoxycinnamic acid methyl ester COC(C(=C(C1=CC=C(C=C1)OC)C)C#N)=O